1-(5-bromo-1H-indol-3-yl)-2,2,2-trifluoroethane-1-one BrC=1C=C2C(=CNC2=CC1)C(C(F)(F)F)=O